1-[(2-isopropyl-4-methyl-phenyl)carbamothioyl]-3-[2-[1-[1-[4-(trifluoromethoxy)phenyl]-1,2,4-triazol-3-yl]-4-piperidyl]ethyl]urea C(C)(C)C1=C(C=CC(=C1)C)NC(=S)NC(=O)NCCC1CCN(CC1)C1=NN(C=N1)C1=CC=C(C=C1)OC(F)(F)F